2-amino-N-(1-(2-(1-adamantyl)-8-((1-methyl-1H-pyrazol-4-yl)ethynyl)-1-oxo-1,2-dihydroisoquinolin-3-yl)ethyl)pyrazolo[1,5-a]pyrimidine-3-carboxamide NC1=NN2C(N=CC=C2)=C1C(=O)NC(C)C=1N(C(C2=C(C=CC=C2C1)C#CC=1C=NN(C1)C)=O)C12CC3CC(CC(C1)C3)C2